ClC1=CC(=C(C=C1C#N)NS(=O)(=O)C=1C=C(C(=O)O)C=CC1C1CC1)OC1C(CC1)C 3-(N-(4-chloro-5-cyano-2-(2-methylcyclobutoxy)phenyl)sulfamoyl)-4-cyclopropylbenzoic acid